CN1N=C(C=2N=CNC(C21)=O)CCC 1-methyl-3-n-propyl-1,6-dihydro-7H-pyrazolo[4,3-d]pyrimidin-7-one